(E)-4-((4-cinnamoylaminobutyl)amino)-3-methyl-4-oxobut-2-en C(C=CC1=CC=CC=C1)(=O)NCCCCNC(/C(=C/C)/C)=O